CN1N=C(C2=CC=C(C=C12)B1OC(C(O1)(C)C)(C)C)N1C(NC(CC1)=O)=O 1-[1-methyl-6-(4,4,5,5-tetramethyl-1,3,2-dioxaborolan-2-yl)indazol-3-yl]Hexahydropyrimidine-2,4-dione